ClC1=CC=C(C=C1)NC1=NC(=CC=C1N)OCC N2-(4-chlorophenyl)-6-ethoxypyridine-2,3-diamine